(R)-2-amino-5-(2-((4-aminoimidazo[2,1-f][1,2,4]triazin-7-yl)methyl)-3,4-dichlorophenoxy)pentanamid N[C@@H](C(=O)N)CCCOC1=C(C(=C(C=C1)Cl)Cl)CC1=CN=C2C(=NC=NN21)N